CC1CCC(CC1)C(C)(C)OC(C)=O Acetic acid 2-(4-methylcyclohexyl)-2-n-propyl ester